C(C)(C)(C)NC(=O)C1=NC=CC(=C1)NC(CC1=CC=C2C(=NNC2=C1)C(C)C)=O N-tert-butyl-4-[[2-(3-isopropyl-1H-indazol-6-yl)acetyl]amino]pyridine-2-carboxamide